C(C)(C)(C)OC(=O)NC=1C=2N(C3=CC(=C(C=C3N1)C#N)C(=O)OC)C=NC2 methyl 4-((tert-butoxycarbonyl)amino)-7-cyanoimidazo[1,5-a]quinoxalin-8-carboxylate